CC(COC(CC1=CC(=C(C=C1)O)OC)=O)CC 2-(4-hydroxy-3-methoxy-phenyl)acetic acid-2-methylbutyl ester